7-deaza-7-bromoguanine BrC1C=NC=2N=C(NC(C12)=O)N